N=C1N(C2=NC(=NC=C2N1C)C1=C(C=CC=C1)C(C)C)CC1=CC=C(C=C1)C=1N(C=C(N1)C(F)(F)F)C1CN(C1)C(=O)OC(C)(C)C tert-butyl 3-(2-(4-((8-imino-2-(2-isopropylphenyl)-7-methyl-7H-purin-9(8H)-yl)methyl)phenyl)-4-(trifluoromethyl)-1H-imidazol-1-yl)azetidine-1-carboxylate